N-((1R,2R)-1-(3-chloro-4-cyclopropoxyphenyl)-1-hydroxy-3-(pyrrolidin-1-yl)propan-2-yl)-1-(4-(trifluoromethyl)phenyl)pyrrolidine-3-carboxamide ClC=1C=C(C=CC1OC1CC1)[C@H]([C@@H](CN1CCCC1)NC(=O)C1CN(CC1)C1=CC=C(C=C1)C(F)(F)F)O